1-iodo-2-((1r,4r)-4-methoxycyclohexyl)-3-methylbenzene IC1=C(C(=CC=C1)C)C1CCC(CC1)OC